NC=1C2=C(N=C(N1)OCCCC)C(=C(N2)C#N)CC=2C=NC(=CC2)CN2CCCC2 4-amino-2-butoxy-7-((6-(pyrrolidin-1-ylmethyl)pyridin-3-yl)methyl)-5H-pyrrolo[3,2-d]pyrimidin-6-carbonitrile